5-[[1-(4-formyl-2-methoxy-phenyl)imidazol-4-yl]amino]pyrazine-2-carbonitrile C(=O)C1=CC(=C(C=C1)N1C=NC(=C1)NC=1N=CC(=NC1)C#N)OC